5,6-dihydrospiro[cyclopenta[b]pyridine-7,4'-piperidine]-6-amine N1CCC2(CC1)C(CC=1C2=NC=CC1)N